5-chloro-2-(2-methyl-6-oxa-2,9-diazaspiro[4.5]decan-9-yl)pyridin-4-amine ClC=1C(=CC(=NC1)N1CCOC2(CCN(C2)C)C1)N